(5'S,7a'R)-5'-(3,5-difluorophenyl)-1-[1-(pyridin-3-yl)-1H-1,2,3-triazole-5-carbonyl]tetrahydro-3'H-spiro[piperidine-4,2'-pyrrolo[2,1-b][1,3]oxazol]-3'-one FC=1C=C(C=C(C1)F)[C@@H]1CC[C@H]2OC3(C(N21)=O)CCN(CC3)C(=O)C3=CN=NN3C=3C=NC=CC3